N,N'-bis(4-methylphenoxycarbonyl)-N,N'-dimethoxyhydrazine CC1=CC=C(OC(=O)N(N(OC)C(=O)OC2=CC=C(C=C2)C)OC)C=C1